O=C1C(CCN(C12CC2)C(=O)OCC2=CC=CC=C2)C(=O)OCC 4-benzyl 7-ethyl 8-oxo-4-azaspiro[2.5]octane-4,7-dicarboxylate